(2S,4R)-1-(2-(3-acetyl-5-(2-methylpyrimidin-5-yl)-1H-indazol-1-yl)acetyl)-N-(3-bromo-2-fluorophenyl)-4-fluoropyrrolidine-2-carboxamide C(C)(=O)C1=NN(C2=CC=C(C=C12)C=1C=NC(=NC1)C)CC(=O)N1[C@@H](C[C@H](C1)F)C(=O)NC1=C(C(=CC=C1)Br)F